N1C(=NC=C1)C1CCN(CC1)C(=O)C1=CC=C(C=C1)C1=CC=C(C=C1)C(F)(F)F (4-(1H-imidazol-2-yl)piperidin-1-yl)(4'-(trifluoromethyl)-[1,1'-biphenyl]-4-yl)methanone